5-(5H-imidazo[5,1-a]isoindol-5-yl)-2-methyl-4,5,6,7-tetrahydro-2H-indazol-4-ol C=1N=CN2C1C1=CC=CC=C1C2C2C(C1=CN(N=C1CC2)C)O